(rel)-(1R,2R)-2-(4-iodophenyl)-N-(isoquinolin-6-yl)cyclopropane-1-carboxamide IC1=CC=C(C=C1)[C@H]1[C@@H](C1)C(=O)NC=1C=C2C=CN=CC2=CC1 |o1:7,8|